C(C)N1C(C=CC2=CC=CC=C12)C(=O)[O-] 1-ethyl-quinolinate